Cl.CN(C(=O)N1[C@H](CNC[C@@H]1C)C)C (2S,6S)-N,N,2,6-tetramethylpiperazine-1-carboxamide hydrochloride